4-(5-((1r,3r,5s)-3-((5-cyclopropyl-3-(2,6-dichlorophenyl)-isoxazol-4-yl)methoxy)-8-azabicyclo[3.2.1]octan-8-yl)-1,2,4-oxadiazol-3-yl)benzoic acid C1(CC1)C1=C(C(=NO1)C1=C(C=CC=C1Cl)Cl)COC1C[C@H]2CC[C@@H](C1)N2C2=NC(=NO2)C2=CC=C(C(=O)O)C=C2